β-D-mannosyl-quercetin tert-butyl-9-bromo-7-fluoro-5-oxo-1,4,5,6-tetrahydrobenzo[c][2,7]naphthyridine-3(2H)-carboxylate C(C)(C)(C)C1C=2C3=C(NC(C2CN(C1)C(=O)O)=O)C(=CC(=C3)Br)F.[C@@H]3([C@@H](O)[C@@H](O)[C@H](O)[C@H](O3)CO)C3=C(C=1C(C(=C(OC1C=C3O)C3=CC(O)=C(O)C=C3)O)=O)O